(2S,3R)-3-((2-aminopyridin-3-yl)oxy)-2-((tert-butoxycarbonyl)amino)butanoic acid NC1=NC=CC=C1O[C@@H]([C@@H](C(=O)O)NC(=O)OC(C)(C)C)C